2,5-dioxopyrrolidin-1-yl 1-(2,5-dioxo-2,5-dihydro-1H-pyrrol-1-yl)-3,6,9,12,15,18,21,24,27,30,33,36-dodecaoxanonatriacontan-39-oate O=C1N(C(C=C1)=O)CCOCCOCCOCCOCCOCCOCCOCCOCCOCCOCCOCCOCCC(=O)ON1C(CCC1=O)=O